SC=1N(C(=NN1)CCCO)C1=CC=C(C=C1)C(F)(F)F 3-(5-mercapto-4-(4-trifluoromethylphenyl)-4H-1,2,4-triazol-3-yl)propan-1-ol